[NH4+].P(OC(N)=O)(OCC)=O carbamyl ethyl phosphonate ammonium salt